(2S)-2-[9H-fluoren-9-ylmethoxycarbonyl-(methyl)Amino]-4-oxo-4-prop-2-enoxybutanoic acid C1=CC=CC=2C3=CC=CC=C3C(C12)COC(=O)N([C@H](C(=O)O)CC(OCC=C)=O)C